ClC1=CC(=C(C=C1)N1N=C(C=C1C)C(=O)OCC)C(C1=C(C=CC=C1)F)=O Ethyl 1-(4-chloro-2-(2-fluorobenzoyl)phenyl)-5-methyl-1H-pyrazole-3-carboxylate